(R)-3-methyl-5-(naphthalen-2-yl)-N-phenylpentanamide C[C@@H](CC(=O)NC1=CC=CC=C1)CCC1=CC2=CC=CC=C2C=C1